C(C)(C)(C)OOC1(CC(CC(C1)(C)C)C)OOC(C)(C)C 1,1-Bis(tert-butylperoxy)-3,5,5-trimethylcyclohexane